C1=CC(=NC(=C1)C(=O)O)C(=O)O 2,6-Pyridinecarboxylic acid